3-(1-Methyl-1H-imidazol-4-yl)-5-nitro-1-(4-(trifluoromethyl)phenyl)-1H-indole CN1C=NC(=C1)C1=CN(C2=CC=C(C=C12)[N+](=O)[O-])C1=CC=C(C=C1)C(F)(F)F